(S)-1-(4-fluorophenyl)-N-((cis-4-hydroxypyrrolidin-3-yl)methyl)-3,4-dihydroisoquinoline FC1=CC=C(C=C1)[C@@H]1N(CCC2=CC=CC=C12)C[C@@H]1CNC[C@@H]1O